FC(C(CN1N=NC(=C1)C(=O)NCC=1SC(=NN1)C1=CC=CC=C1)O)F 1-(3,3-difluoro-2-hydroxypropyl)-N-((5-phenyl-1,3,4-thiadiazol-2-yl)methyl)-1H-1,2,3-triazole-4-carboxamide